FC1=C(C=CC(=C1)C(F)(F)F)COC1CN(C1)C(=O)N1C[C@H]2NC(CN([C@H]2CC1)C(=O)OC(C)(C)C)=O tert-butyl (4aR,8aS)-6-[3-[[2-fluoro-4-(trifluoromethyl)phenyl]methoxy]azetidine-1-carbonyl]-3-oxo-4,4a,5,7,8,8a-hexahydro-2H-pyrido[3,4-b]pyrazine-1-carboxylate